N-(1-(3-(2-(2-Chloropropanoyl)hydrazine-1-carbonyl)pyrazin-2-yl)ethyl)-N-methyl-3,5-bis(trifluoromethyl)benzamide ClC(C(=O)NNC(=O)C=1C(=NC=CN1)C(C)N(C(C1=CC(=CC(=C1)C(F)(F)F)C(F)(F)F)=O)C)C